((6-chloro-2-methyl-1,2,3,4-tetrahydroisoquinolin-7-yl)amino)-5-((2-(hydroxymethyl)phenyl)amino)-1,2,4-triazine-6-carboxamide ClC=1C=C2CCN(CC2=CC1NC=1N=NC(=C(N1)NC1=C(C=CC=C1)CO)C(=O)N)C